2-[(phenylsulfonyl)methyl]pentane C1(=CC=CC=C1)S(=O)(=O)CC(C)CCC